(S)-1,11-dimethoxy-5,6,6a,7-tetrahydro-4H-dibenzo[de,g]quinolin-2-ol hydrochloride Cl.COC1=C(C=C2CCN[C@H]3CC4=C(C1=C23)C(=CC=C4)OC)O